4'-(Trifluoromethyl)-3',4'-dihydrospiro[cyclopropane-1,2'-pyrido[3,2-b][1,4]oxazine] FC(N1C2=C(OC3(C1)CC3)C=CC=N2)(F)F